2-(2-(3,3-difluoropyrrolidin-1-yl)-4-iodopyridin-3-yl)-3,4,6,7-tetrahydro-5H-imidazo[4,5-c]pyridine-5-carboxylic acid tert-butyl ester C(C)(C)(C)OC(=O)N1CC2=C(CC1)N=C(N2)C=2C(=NC=CC2I)N2CC(CC2)(F)F